The molecule is a N-acylsphingosine in which the ceramide N-acyl group is specified as hexadecanoyl (palmitoyl). It has a role as a Mycoplasma genitalium metabolite and a human blood serum metabolite. It is a N-acylsphingosine, a Cer(d34:1) and a N-palmitoyl-sphingoid base. It derives from a hexadecanoic acid. CCCCCCCCCCCCCCCC(=O)N[C@@H](CO)[C@@H](/C=C/CCCCCCCCCCCCC)O